hexenone CCC=CC(=O)C